3-(aminomethyl)-1-(1-(4-methoxyphenyl)ethyl)pyrrolidin-2-one NCC1C(N(CC1)C(C)C1=CC=C(C=C1)OC)=O